C(=O)(O)C1=C2C(C(=O)N(C2=O)C2=C(OC3=CC=C(C=C3)C(C)(C)C3=CC=C(C=C3)OC3=C(C=CC=C3)N3C(C=4C(C3=O)=C(C=CC4)C(=O)O)=O)C=CC=C2)=CC=C1 2,2-bis[4-(3-carboxyphthalimidophenoxy)phenyl]propane